N1C[C@H](CC1)CNC(O[C@H]1[C@H](NC[C@@H]1O)CC1=CC=C(C=C1)Cl)=O (2R,3S,4S)-2-[(4-chlorophenyl)methyl]-4-hydroxypyrrolidin-3-yl N-[(3S)-pyrrolidin-3-ylmethyl]carbamate